isopropyldihydrofuran-2-one C(C)(C)C1C(OCC1)=O